CC=1C(=NC=CC1)NC=1SC=C(N1)C1=NC=C(C=C1)OCC(F)(F)F N-(3-methyl-2-pyridyl)-4-[5-(2,2,2-trifluoroethoxy)-2-pyridyl]thiazol-2-amine